methyl 4-((2R,3S,4S,5S)-4-(aminomethyl)-3-(2-chlorophenyl)-4-(5-chloro-2-fluorophenyl)-5-Neopentylpyrrolidine-2-carboxamido)-3-methoxybenzoate NC[C@]1([C@H]([C@@H](N[C@H]1CC(C)(C)C)C(=O)NC1=C(C=C(C(=O)OC)C=C1)OC)C1=C(C=CC=C1)Cl)C1=C(C=CC(=C1)Cl)F